7-chloro-1-(propan-2-yl)-3H,4H-pyrido[3,4-d]pyridazin-4-one ClC1=CC2=C(C(NN=C2C(C)C)=O)C=N1